3-benzoylamino-N-(2-bromo-4-(perfluoropropan-2-yl)-6-(trifluoromethyl)phenyl)-N-(cyclopropanecarbonyl)-2-fluorobenzamide C(C1=CC=CC=C1)(=O)NC=1C(=C(C(=O)N(C(=O)C2CC2)C2=C(C=C(C=C2C(F)(F)F)C(C(F)(F)F)(C(F)(F)F)F)Br)C=CC1)F